2-[5-(difluoromethyl)-1,3,4-oxadiazol-2-yl]-1,3-thiazol FC(C1=NN=C(O1)C=1SC=CN1)F